2,6-diethyl-4-methyl-benzenedinitrile C(C)C1(C(C(=CC(=C1)C)CC)C#N)C#N